tert-butyl 2-(benzyloxymethyl)-7-azaspiro[3.5]nonane-7-carboxylate C(C1=CC=CC=C1)OCC1CC2(C1)CCN(CC2)C(=O)OC(C)(C)C